Dihydroxyethyl-methyl-ammonium methyl-sulfate tert-butyl-3-(methylamino)azetidine-1-carboxylate C(C)(C)(C)OC(=O)N1CC(C1)NC.COS(=O)(=O)[O-].OC(C[NH2+]C)O